[2H]C1=C(C(=C(C(=C1N)[2H])[2H])S(=O)(=O)NC2=NC=CC=N2)[2H] sulfadiazine-d4